FC=1C=C2C(=CN(C2=CC1)C)C=O 5-fluoro-1-methyl-1H-indole-3-carbaldehyde